6-methoxy-2-oxo-1,2,5,6,7,8-hexahydroquinoline-3-carboxamide COC1CC=2C=C(C(NC2CC1)=O)C(=O)N